CC1=NC=2C(=NC=C(C2)C2=NC3=CC=CC=C3C(=C2C#N)NC(C)C2=CC=CC=C2)N1 (2-methyl-3H-imidazo[4,5-b]pyridin-6-yl)-4-(1-phenylethylamino)quinoline-3-carbonitrile